(R)-N-(6-(3-(2-ethoxyphenoxy)piperidin-1-yl)pyrazin-2-yl)benzamide C(C)OC1=C(O[C@H]2CN(CCC2)C2=CN=CC(=N2)NC(C2=CC=CC=C2)=O)C=CC=C1